6-(6-(4-((8-(2-(2,6-dioxopiperidin-3-yl)-6-fluoro-1,3-dioxoisoindoline-5-yl)-3,8-diazabicyclo[3.2.1]octane-3-yl)methyl)piperidin-1-yl)pyridazin-3-yl)-1-oxoisoindole O=C1NC(CCC1N1C(C2=CC(=C(C=C2C1=O)N1C2CN(CC1CC2)CC2CCN(CC2)C2=CC=C(N=N2)C2=CC=C1C=NC(C1=C2)=O)F)=O)=O